3-methyl-2-(((S)-1-tritylaziridine-2-carboxamido)methyl)butanoate CC(C(C(=O)[O-])CNC(=O)C1[N@](C1)C(C1=CC=CC=C1)(C1=CC=CC=C1)C1=CC=CC=C1)C